ClC1=C(C=CC(=C1)Cl)N1N=C(C=C1)OCC=C(C(C(=O)NC)=NOC)C 5-[1-(2,4-dichlorophenyl)pyrazol-3-yl]oxy-2-methoxyimino-N,3-dimethylpent-3-enamide